(E)-N-(2-(Hydrazineylidenemethyl)quinolin-8-yl)-4-(trifluoromethyl)benzenesulfonamide N(/N)=C\C1=NC2=C(C=CC=C2C=C1)NS(=O)(=O)C1=CC=C(C=C1)C(F)(F)F